(E)-Isosafrol O1COC2=CC(\C=C\C)=CC=C12